C(C)C1=C2C(=NC=C1)C(=C(N2)C2=CC(=NC=C2)NC(CC2=CC=C(C=C2)F)=O)C2=NC=CC=C2 N-{4-[7-ethyl-3-(pyridin-2-yl)-1H-pyrrolo[3,2-b]pyridin-2-yl]pyridin-2-yl}-2-(4-fluorophenyl)acetamide